ClC=1C=C2C(=CN=C(C2=CN1)N1CC(C1)(COC)F)C(C)C 6-chloro-1-(3-fluoro-3-(methoxymethyl)azetidin-1-yl)-4-isopropyl-2,7-naphthyridine